ClC1=CC=C(C=C1)C(C(F)(F)F)NS(=O)(=O)C1=CN(C(C=C1F)=O)C N-(1-(4-chlorophenyl)-2,2,2-trifluoroethyl)-4-fluoro-1-methyl-6-oxo-1,6-dihydropyridine-3-sulfonamide